BrC=1C(=C(N)C(=CC1)F)C 3-bromo-6-fluoro-2-methylaniline